NC1=C(C=C(C=C1)C1=CC(=CC(=C1F)F)C=O)[N+](=O)[O-] 4'-amino-5,6-difluoro-3'-nitro-[1,1'-biphenyl]-3-Formaldehyde